ClC=1C=NC(=NC1)N1N=C(N=C1[C@H](C)NC(OC(C)(C)C)=O)C tert-butyl N-[(1S)-1-[2-(5-chloropyrimidin-2-yl)-5-methyl-1,2,4-triazol-3-yl]ethyl]carbamate